ClC1=NC=CC(=C1)NC(N(C)[C@H](C)C1=CNC(C2=CC(=C(C=C12)F)F)=O)=O |r| Racemic-3-(2-chloropyridin-4-yl)-1-(1-(6,7-difluoro-1-oxo-1,2-dihydroisoquinolin-4-yl)ethyl)-1-methylurea